tert-butyl (4-(chlorosulfonyl) pyridin-2-yl)carbamate ClS(=O)(=O)C1=CC(=NC=C1)NC(OC(C)(C)C)=O